C(C)(C)(C)OC(=O)N[C@@H](C(=O)O)CO (R)-2-(tert-butoxycarbonylamino)-3-hydroxypropionic acid